C(#N)C=1C=C(OC=2C=CC(=C3C(CCC23)=O)S(=NC#N)(=O)C)C=C(C1)F N-((7-(3-cyano-5-fluorophenoxy)-3-oxo-2,3-dihydro-1H-inden-4-yl)(methyl)(oxo)-λ6-sulfanylidene)cyanamide